2-methyl-2,5-pentanediol CC(C)(CCCO)O